NC1=NC=2C=CC(=CC2C2=C1COC2)C(=O)N(CC=2N=NC(=CC2)C(F)(F)F)CC2CC2 4-amino-N-(cyclopropylmethyl)-N-((6-(trifluoromethyl)-3-pyridazinyl)methyl)-1,3-dihydrofuro[3,4-c]quinoline-8-carboxamide